NC1=NC(=C(C=2N1C(N(N2)CC=2N=COC2)=O)C2=CC(=NC(=C2)C)C)C2=CC=CC=C2 5-amino-8-(2,6-dimethyl-4-pyridinyl)-2-(oxazol-4-ylmethyl)-7-phenyl-[1,2,4]triazolo[4,3-c]pyrimidin-3-one